C(#N)C(CCCO)NS(=O)(=O)C1=CC=C(C=C1)OC N-(1-cyano-4-hydroxybutyl)-4-methoxybenzenesulfonamide